O1COC(C1=O)=O 1,3-dioxolane-4,5-dione